C(C(C)C)S(=O)(=O)NS(=O)(=O)CC(C)C N-isobutylsulfonyl-2-methyl-propane-1-sulfonamide